(1R,4R)-2-(pyridin-2-yl)-2,5-diazabicyclo[2.2.1]heptane N1=C(C=CC=C1)N1[C@H]2CN[C@@H](C1)C2